12,12-dimethyl-10-[9-(9-phenyl-9H-carbazol-3-yl)dibenzofuran-2-yl]-10,12-dihydro-10-azaindeno[2,1-b]fluorene CC1(C2=CC=CC=C2C=2C1=CC=1N(C3=CC=CC=C3C1C2)C2=CC1=C(OC3=C1C(=CC=C3)C=3C=CC=1N(C4=CC=CC=C4C1C3)C3=CC=CC=C3)C=C2)C